FC1=CC=2C(=NSN2)C=C1 5-fluoro-2,1,3-benzothiadiazole